BrC=1C=C(C=C2N=CC=NC12)CO (8-bromoquinoxalin-6-yl)methanol